R-2-(1-methylpyrrolidin-2-yl)ethan-1-amine CN1[C@H](CCC1)CCN